ClC1=CC=C(C=C1)C=1NC=C(N1)C(=O)C1=CC(=C(C(=C1)O)O)O (2-(4-chlorophenyl)-1H-imidazol-4-yl)(3,4,5-trihydroxyphenyl)methanone